CC1(CN(C(C1)C)C(=O)OC(C)(C)C)C(=O)OC 1-(tert-butyl) 3-methyl 3,5-dimethylpyrrolidine-1,3-dicarboxylate